C(C)(C)C1C=NC2=C(S1=O)C1=CC3=CC=CC=C3C=C1C=C2 2-isopropyl-thiaanthrapyridone